ClC1=C(C(=C(C(=C1Cl)Cl)Cl)Cl)C(C)=O 2',3',4',5',6'-pentachloroacetophenone